5-hydroxy-2-(4-methoxyphenylethyl)pyridine-3,4-dicarboxylic acid dimethyl ester COC(=O)C=1C(=NC=C(C1C(=O)OC)O)CCC1=CC=C(C=C1)OC